(R)-6-chloro-3-((1-(2-(2-(2-hydroxyethyl)-2H-indazol-5-yl)-3,6-dimethyl-4-oxo-3,4-dihydroquinazolin-8-yl)ethyl)amino)-N-(methylsulfonyl)picolinamide ClC1=CC=C(C(=N1)C(=O)NS(=O)(=O)C)N[C@H](C)C=1C=C(C=C2C(N(C(=NC12)C1=CC2=CN(N=C2C=C1)CCO)C)=O)C